1-[(1R)-1-ethyl-3-imino-1-oxo-isothiazolo[4,5-b]pyridin-6-yl]cyclopropane-carbonitrile 4-methylbenzenesulfonic acid salt CC1=CC=C(C=C1)S(=O)(=O)O.C(C)S1(NC(C2=NC=C(C=C21)C2(CC2)C#N)=N)=O